tert-butyl 4-(3-amino-4-((2,2-difluoroethyl) amino)phenyl)piperidine-1-carboxylate NC=1C=C(C=CC1NCC(F)F)C1CCN(CC1)C(=O)OC(C)(C)C